ClC1=CC=C(C=C1)C1=C2C(=NN(C1=O)C1=CC3=CN(N=C3C=C1)C)C(=CN2CC2CC2)C(=O)N 4-(4-chlorophenyl)-5-(cyclopropylmethyl)-2-(2-methyl-2H-indazol-5-yl)-3-oxo-3,5-dihydro-2H-pyrrolo[3,2-c]pyridazine-7-carboxamide